C1(CC(C(CC1)C(C)C)CC(C(=O)N)(C(C)C)C(C)C)C Menthyldiisopropylpropionamid